N1C(=NC2=C1C=CC=C2)NCCCC=2SC=C(N2)C(=O)NCC2=NC=CC=C2F 2-{3-[(1H-1,3-Benzodiazol-2-yl)amino]propyl}-N-[(3-fluoropyridin-2-yl)methyl]-1,3-thiazole-4-carboxamide